(4-amino-phenyl)-carbamic acid tert-butyl ester C(C)(C)(C)OC(NC1=CC=C(C=C1)N)=O